C(C)(C)(C)[C@@H]1N(CCN(C1C)C=1C2=C(N(C(N1)=O)C=1C(=NC=CC1C(C)C)C(C)C)N=C(C(=C2)Cl)Cl)C(=O)O Tert-butyl-(S)-4-(7-chloro-6-chloro-1-(diisopropylpyridin-3-yl)-2-oxo-1,2-dihydropyridino[2,3-d]pyrimidin-4-yl)-3-methylpiperazine-1-carboxylic acid